3-(4-amino-7-(cyclopropanecarbonyl)-3-((1-cyclopropyl-1H-benzo[d]imidazol-5-yl)ethynyl)-1H-pyrazolo[4,3-c]pyridin-1-yl)pyrrolidin NC1=NC=C(C2=C1C(=NN2C2CNCC2)C#CC2=CC1=C(N(C=N1)C1CC1)C=C2)C(=O)C2CC2